(3R)-1-butyl-2,5-dioxo-3-((1R)-1-hydroxy-1-cycloheptylmethyl)-9-(4-(4-carboxy-2-methoxyphenoxy)phenylmethyl)-1,4,9-triazaspiro[5.5]undecane C(CCC)N1C([C@H](NC(C12CCN(CC2)CC2=CC=C(C=C2)OC2=C(C=C(C=C2)C(=O)O)OC)=O)[C@@H](C2CCCCCC2)O)=O